FC(C(C(C(C(C(C(C(F)(F)F)(F)F)(F)F)(F)F)(F)F)(F)F)(F)F)([Si](OC(C(F)(F)F)(F)F)(OC(C(F)(F)F)(F)F)OC(C(F)(F)F)(F)F)F perfluorooctyltri(ethyloxy)silane